CC1(NC(CC(C1)C1=C(C=CC=C1C(=O)N)C(=O)N)(C)C)C (2,2,6,6-tetramethyl-4-piperidyl)-1,3-benzenediamide